BrC1=CC=C(S1)C=1N(C(C2=C(N(C(C21)=O)CC(CCCC)CC)C=2SC(=CC2)Br)=O)CC(CCCC)CC 3,6-Bis-(5-bromo-thiophen-2-yl)-2,5-Bis-(2-ethyl-hexyl)pyrrolo[3,4-c]Pyrrole-1,4-dione